ClC1=C2C(N(C=NC2=CC(=C1)C=1C=C(C=2N(C1)C=C(N2)C)F)C2CCNCC2)=O 5-chloro-7-(8-fluoro-2-methyl-imidazo[1,2-a]pyridin-6-yl)-3-(4-piperidyl)quinazolin-4-one